4,4'-diisothiocyanatostilbene N(=C=S)C1=CC=C(C=C1)C=CC1=CC=C(C=C1)N=C=S